5-bromo-quinoxaline BrC1=C2N=CC=NC2=CC=C1